7-methyl-1,2,3,3a-tetrahydro-9H-benzo[e]pyrrolo[2,1-b][1,3]oxazin-9-one CC=1C=CC2=C(C(N3C(O2)CCC3)=O)C1